CO[Si](CCCCCCCCCCCCCCCCCC)(C)OC Dimethoxy-methyl-octadecylsilane